1-ethyl-2-[3-(4-chloroanilino)prop-1-ynyl]indole-5-carbaldehyde C(C)N1C(=CC2=CC(=CC=C12)C=O)C#CCNC1=CC=C(C=C1)Cl